CC1=CC=CC(=N1)C1=NC=CC(=N1)NC1=NC(=NC=C1)NC1=CC=C(C=C1)NC(=O)N1CCNCC1 N-[4-[[4-[[2-(6-methyl-2-pyridyl)pyrimidin-4-yl]amino]pyrimidin-2-yl]amino]phenyl]piperazine-1-carboxamide